ClC1=C(C#N)C=C(C(=N1)CCOC1OCCCC1)F 2-chloro-5-fluoro-6-(2-((tetrahydro-2H-pyran-2-yl)oxy)ethyl)nicotinonitrile